2-((tert-butoxycarbonyl)amino)ethyl (2R,3R)-3-(2-((tert-butoxycarbonyl)amino)ethoxy)-2-methylnonanoate C(C)(C)(C)OC(=O)NCCO[C@@H]([C@H](C(=O)OCCNC(=O)OC(C)(C)C)C)CCCCCC